C(=O)C1CC12CCN(CC2)C(=O)OC(C)(C)C tert-butyl 2-formyl-6-azaspiro[2.5]octane-6-carboxylate